N[C@@]1(C([C@@H](CC1)NC=1C=2N(N=CC1C(=NC1=C(C=C(C=C1)O)CC)N)C=C(C2)C2=CC(=CC=C2)CCO)(C)C)C 4-[[(1R,3S)-3-amino-2,2,3-trimethyl-cyclopentyl]amino]-N'-(2-ethyl-4-hydroxy-phenyl)-6-[3-(2-hydroxyethyl)phenyl]-pyrrolo[1,2-b]pyridazine-3-carboxamidine